benzyl (2S,4R)-2-((thioacetoxy)methyl)-4-(4-(trifluoromethyl)phenoxy)pyrrolidine-1-carboxylate C(C)(=S)OC[C@H]1N(C[C@@H](C1)OC1=CC=C(C=C1)C(F)(F)F)C(=O)OCC1=CC=CC=C1